zinc triphenylphosphine oxide chloride [Cl-].C1(=CC=CC=C1)P(C1=CC=CC=C1)(C1=CC=CC=C1)=O.[Zn+2].[Cl-]